7-cyano-2-(2,6-dioxopiperidin-3-yl)-1-oxoisoindoline-5-carboxamide C(#N)C=1C=C(C=C2CN(C(C12)=O)C1C(NC(CC1)=O)=O)C(=O)N